FC(=C1C[C@H](N(C1)C(CNC(C1=CC=C(C=C1)OC1=CC=CC=C1)=O)=O)C(=O)OC)F methyl (S)-4-(difluoromethylene)-1-((4-phenoxybenzoyl)glycyl)pyrrolidine-2-carboxylate